1-((4,4-difluorocyclohexyl)methyl)-4-methyl-N-(2-sulfamoylpyridin-4-yl)-3-(trifluoromethyl)-1H-pyrazole-5-carboxamide FC1(CCC(CC1)CN1N=C(C(=C1C(=O)NC1=CC(=NC=C1)S(N)(=O)=O)C)C(F)(F)F)F